C(C=C)[N+](CCCC)(CCCC)CC=C diallyldibutylammonium